FC1=NC=CC(=C1)CN1C(=CC=C1)C(=O)N 1-[(2-fluoropyridin-4-yl)methyl]Pyrrole-2-carboxamide